FC1(CC(C1)C1(CC1)NC(=O)NCC1=CC(=NC=C1)OC(F)F)F 1-[1-(3,3-difluorocyclobutyl)cyclopropyl]-3-[[2-(difluoromethoxy)pyridin-4-yl]methyl]urea